C12(CC3CC(CC(C1)C3)C2)CNCCCCCCOC2=C3CN(C(C3=CC=C2)=O)C2C(NC(CC2)=O)=O 3-(4-((6-(((adamantan-1-yl)methyl)amino)hexyl)oxy)-1-oxoisoindolin-2-yl)piperidine-2,6-dione